Pyrrolo[3,4-d]Pyrimidine-2-carboxylic acid ethyl ester C(C)OC(=O)C1=NC=C2C(N1)=CN=C2